N(=[N+]=[N-])CCN1N=CC2=C1[C@H](N1C(N([C@H]2C1)OCC1=CC=CC=C1)=O)C=O (4R,8S)-1-(2-azidoethyl)-5-(benzyloxy)-6-oxo-4,5,6,8-tetrahydro-1H-4,7-methanopyrazolo[3,4-e][1,3]Diazepine-8-carbaldehyde